3-cyclopropyl-4-{[3-(isopropylcarbamoyl)phenyl]amino}benzoic acid C1(CC1)C=1C=C(C(=O)O)C=CC1NC1=CC(=CC=C1)C(NC(C)C)=O